P(=O)([O-])([O-])[O-] Anti-Phosphate